(R)-N-((4-methylmorpholin-3-yl)methyl)-8-(4-(trifluoromethyl)phenyl)pyrido[3,4-b]pyrazin-5-amine CN1[C@@H](COCC1)CNC1=NC=C(C=2C1=NC=CN2)C2=CC=C(C=C2)C(F)(F)F